ClC1=C(C=CC=C1)C(C(C)C=1NC(C(=C(N1)C(=O)OC)O)=O)C=1C=NC(=NC1)C methyl 2-(1-(2-chlorophenyl)-1-(2-methylpyrimidin-5-yl) propan-2-yl)-5-hydroxy-6-oxo-1,6-dihydropyrimidine-4-carboxylate